trihydroxy-5-oxocyclohexanecarboxylate OC1(C(CC(CC1)=O)(C(=O)[O-])O)O